[C@H]12N(C[C@H](NC1)C2)C2=C(C=C(C=C2)F)C2=C(C(N(C=C2)C2=C(C=CC=C2OC)F)=O)C(=O)N (2-((1R,4R)-2,5-diazabicyclo[2.2.1]hept-2-yl)-5-fluorophenyl)-1-(2-fluoro-6-methoxyphenyl)-2-oxo-1,2-dihydropyridine-3-carboxamide